3-(dimethylamino)-N-(4-phenoxy-6-phenyl-pyrimidin-2-yl)benzenesulfonamide CN(C=1C=C(C=CC1)S(=O)(=O)NC1=NC(=CC(=N1)OC1=CC=CC=C1)C1=CC=CC=C1)C